S1C2=C(C(=C1)C=1N=C(C=3N(C1)C(=NC3)C(C)C)NCCC3=CC=C(C=C3)O)C=CC=C2 4-(2-((6-(benzo[b]thiophen-3-yl)-3-isopropylimidazo[1,5-a]pyrazin-8-yl)amino)ethyl)phenol